1-[[4-[(4-fluoro-2-methyl-1H-indol-5-yl)oxy]-6-methoxyquinolin-7-yl]oxymethyl]cyclopropan FC1=C2C=C(NC2=CC=C1OC1=CC=NC2=CC(=C(C=C12)OC)OCC1CC1)C